C(C1=CC=CC=C1)NC(N(C1=NC=C(C=C1)C=1C=NN(C1)C)[C@@H]1CC[C@H](CC1)NC1=NC=C(C(=N1)N1CN(C(C1)=O)C)C#N)=O 3-benzyl-1-(trans-4-((5-cyano-4-(3-methyl-4-oxo-imidazolidin-1-yl)pyrimidin-2-yl)amino)-cyclohexyl)-1-(5-(1-methyl-1H-pyrazol-4-yl)pyridin-2-yl)urea